BrC1C[C@H](N(C1)C([C@H](C(C)(C)C)NC(=O)OC)=O)C(=O)OCC1=CC=CC=C1 Benzyl (2S)-4-bromo-1-((S)-2-((methoxycarbonyl)amino)-3,3-dimethylbutanoyl)pyrrolidine-2-carboxylate